1-[4-[1-methyl-4-(trifluoromethyl)imidazol-2-yl]phenyl]cyclopropanol CN1C(=NC(=C1)C(F)(F)F)C1=CC=C(C=C1)C1(CC1)O